{1-[5-(2,3-dichlorophenyl)-6-methylimidazo[1,2-a]pyrazin-8-yl]-4-methylpiperidin-4-yl}methylamine ClC1=C(C=CC=C1Cl)C1=C(N=C(C=2N1C=CN2)N2CCC(CC2)(C)CN)C